C(CCCCC\C=C\C=C)(=O)OC methyl (7E)-7,9-decadienoate